C(C)O[Si](CCCSP(OCCC[Si](OCC)(OCC)OCC)(=S)CC)(OCC)OCC.COC1=C(C=C2C(=CC=NC2=C1)NC1=CC(=CC(=C1)C1=NNC=C1)OC)C(=O)N 7-Methoxy-4-((3-Methoxy-5-(1H-pyrazol-3-yl)phenyl)amino)quinoline-6-carboxamide bis-(3-triethoxysilyl-1-propyl)ethyldithiophosphonate